BrC1=CC=C(OC2=CN=CS2)C=C1 5-(4-bromophenoxy)-1,3-thiazole